CC1(NC=2C=CC=C3C=CC=C(N1)C23)C 2,2-dimethyl-2,3-dihydro-1H-perimidine